(1S,3'R,4'S,5'S,6'R)-5,6'-Dimethyl-6-(4-methyl-benzyl)-3',4',5',6'-tetrahydro-3H-spiro-[isobenzofuran-1,2'-pyran]-3',4',5'-triol CC=1C=C2CO[C@]3(O[C@@H]([C@H]([C@@H]([C@H]3O)O)O)C)C2=CC1CC1=CC=C(C=C1)C